(1S,3aR,6aS)-2-((R)-2-fluoro-2-(3-fluorophenyl)propanoyl)-N-((S)-4-fluoro-3-oxo-1-((S)-2-oxopyrrolidin-3-yl)butan-2-yl)octahydrocyclopenta[c]pyrrole-1-carboxamide F[C@](C(=O)N1[C@@H]([C@@H]2[C@H](C1)CCC2)C(=O)N[C@@H](C[C@H]2C(NCC2)=O)C(CF)=O)(C)C2=CC(=CC=C2)F